[2-(methacryloyloxy)-ethyl]diethylamine C(C(=C)C)(=O)OCCN(CC)CC